(S)-7-((S)-4-acryloyl-2-methylpiperazin-1-yl)-9-chloro-10-(2,4-difluorophenyl)-2,3-dihydro-5H-[1,4]thiazino[2,3,4-ij]quinazolin-5-one 1,1-dioxide C(C=C)(=O)N1C[C@@H](N(CC1)C1=NC(N2C3=C(C(=C(C=C13)Cl)C1=C(C=C(C=C1)F)F)S(CC2)(=O)=O)=O)C